Cl.S1CC(=CC=C1)O 2H-thiopyran-3-ol hydrochloride